ClC=1C=C(C=NC1C(F)(F)F)[C@@H](NC(=O)N1[C@@H](C(NCC1)=O)C)C1=CC(=C(C=C1)OC1CC1)F (2R)-N-((S)-(5-chloro-6-(trifluoromethyl)pyridin-3-yl)(4-cyclopropoxy-3-fluorophenyl)methyl)-2-methyl-3-oxopiperazine-1-carboxamide